benzyl 4-fluoro-4-formyl-piperidine-1-carboxylate FC1(CCN(CC1)C(=O)OCC1=CC=CC=C1)C=O